ClC1=CC2=C(N(C(=N2)OCC)CCNC(=O)C2CC2)C=C1OC N-(2-(5-chloro-2-ethoxy-6-methoxy-1H-benzimidazol-1-yl)ethyl)cyclopropanecarboxamide